[P].[K].[Mn] Manganese-Potassium Phosphorus